(furan-2-yl)-5-(methylsulfonyl)-[1,2,4]triazolo[1,5-a][1,3,5]triazin-7-amine O1C(=CC=C1)C1=NN2C(N=C(N=C2N)S(=O)(=O)C)=N1